C(C)(C)(C)OC(=O)N1CC(CCC1)O tert-butyl-3-hydroxypiperidine-1-carboxylate